N'-(2-chloro-4-((2-chlorophenyl)(methyl)amino)-5-methylphenyl)-N-ethyl-N-methylformimidamide ClC1=C(C=C(C(=C1)N(C)C1=C(C=CC=C1)Cl)C)N=CN(C)CC